ClC1=C2C3=C(N=CN=C3C=C1C1=C(C=CC=C1OC)F)N1[C@H](CO2)CN(CC1)C(C=C)=O 1-[(8aS)-6-Chloro-5-(2-fluoro-6-methoxyphenyl)-8a,9,11,12-tetrahydropyrazino[2',1':3,4][1,4]oxazepino[5,6,7-de]quinazolin-10(8H)-yl]prop-2-en-1-one